C(#N)C1=C(C=C(C=C1)C(NC)=O)C=1C=C2C(=NN(C2=CC1)C(C1=CC=CC=C1)(C1=CC=CC=C1)C1=CC=CC=C1)NC(=O)[C@H]1CN(CCC1)C(=O)OC(C)(C)C tert-Butyl (3R)-3-({5-[2-cyano-5-(methylcarbamoyl)phenyl]-1-trityl-1H-indazol-3-yl}carbamoyl)piperidine-1-carboxylate